O=C1N(CC(N1)=O)C(=O)NCC1=CC=C(C=C1)NC1=CC=C(C=C1)N1CCC(CC1)CCC 2,4-Dioxo-N-(4-((4-(4-propylpiperidin-1-yl)phenyl)amino)benzyl)imidazolidine-1-carboxamide